N-(1-((1r,4r)-4-hydroxycyclohexyl)-3-(pyridin-2-yl)-1H-pyrazol-4-yl)-5-(1H-pyrazol-4-yl)furan-2-carboxamide OC1CCC(CC1)N1N=C(C(=C1)NC(=O)C=1OC(=CC1)C=1C=NNC1)C1=NC=CC=C1